diisobutyl(2,6-di-t-butylphenoxy)aluminum C(C(C)C)[Al](OC1=C(C=CC=C1C(C)(C)C)C(C)(C)C)CC(C)C